4,7-bis(2-thienyl)-5,6-dinitro-2,1,3-benzothiadiazole S1C(=CC=C1)C1=C(C(=C(C2=NSN=C21)C=2SC=CC2)[N+](=O)[O-])[N+](=O)[O-]